4-(3'',5''-diphenyl-[1,1':4',1'':4'',1'''-quaterphenyl]-3-yl)-2,6-diphenylpyrimidine C1(=CC=CC=C1)C=1C=C(C=C(C1C1=CC=CC=C1)C1=CC=CC=C1)C1=CC=C(C=C1)C1=CC(=CC=C1)C1=NC(=NC(=C1)C1=CC=CC=C1)C1=CC=CC=C1